Diethyl-L-Tartrat C(C)[C@]([C@](C(=O)[O-])(O)CC)(O)C(=O)[O-]